5-(D-glucosyl)oxymethylcytosine C1([C@H](O)[C@@H](O)[C@H](O)[C@H](O1)CO)OCC=1C(=NC(NC1)=O)N